ClC1=CC(=C(COC2=CC=CC(=N2)C2=CC(N(C=C2)CC2=NC3=C(N2C[C@H]2OCCC2)C=C(C=C3)C(=O)O)=O)C=C1)F (S)-2-((4-(6-(4-chloro-2-fluorobenzyloxy)pyrid-2-yl)-2-oxopyridin-1(2H)-yl)methyl)-1-((tetrahydrofuran-2-yl)methyl)-1H-benzo[d]imidazole-6-carboxylic acid